[4-(1,1-Difluoro-5-azaspiro[2.5]octan-5-yl)piperidin-1-yl]-N-[(3,5-difluoropyridin-2-yl)methyl]-1,3-thiazole-5-carboxamide FC1(CC12CN(CCC2)C2CCN(CC2)C=2SC(=CN2)C(=O)NCC2=NC=C(C=C2F)F)F